3-acetyl-4-(3-hydroxy-3-methyl-but-1-ynyl)-1,2-dimethyl-6H-pyrrolo[2,3-c]pyridin-7-one C(C)(=O)C1=C(N(C=2C(NC=C(C21)C#CC(C)(C)O)=O)C)C